CO[Si](CCCC(CCCCCN)N)(OC)OC (3-trimethoxysilylpropyl)-1,6-hexanediamine